2-[4-(7-azaspiro[3.5]nonan-2-ylsulfonyl)-2-methyl-anilino]-6-chloro-8-(1-cyclopropylethyl)pyrido[2,3-d]pyrimidin-7-one C1C(CC12CCNCC2)S(=O)(=O)C2=CC(=C(NC=1N=CC3=C(N1)N(C(C(=C3)Cl)=O)C(C)C3CC3)C=C2)C